[Ti].CNC=O.CNC=O.CNC=O tris(N-methylformamide) titanium